5-tert-butylphthalic acid C(C)(C)(C)C1=CC=C(C(C(=O)O)=C1)C(=O)O